N1C(=CC2=CC=CC=C12)C(C(=O)[O-])=O indoleglyoxylate